N-[(2E)-3-(2,4-difluorobenzenesulfonyl)prop-2-en-1-yl]-2-oxo-1,2,5,6,7,8-hexahydroquinoline-3-carboxamide FC1=C(C=CC(=C1)F)S(=O)(=O)/C=C/CNC(=O)C=1C(NC=2CCCCC2C1)=O